(S)-Methyl 2-(4-bromo-2-iodophenoxy)propanoate BrC1=CC(=C(O[C@H](C(=O)OC)C)C=C1)I